COC1=C(C=CC=C1)C=1C=C2C=CN(C(C2=CC1)=O)CCC1=CC=CC=C1 6-(2-methoxyphenyl)-2-phenethylisoquinolin-1(2H)-one